3-(3-((6-((3-fluorobenzyl)oxy)pyridin-2-yl)methyl)isoxazol-5-yl)pyridin FC=1C=C(COC2=CC=CC(=N2)CC2=NOC(=C2)C=2C=NC=CC2)C=CC1